N1C=C(C2=CC=CC=C12)CCNC=C1C(CC(CC1=O)C1=CC=CC=C1)=O 2-(((2-(1H-indol-3-yl)ethyl)amino)methylene)-5-phenylcyclohexane-1,3-dione